N1=CC(=CC=C1)CCNC1=NC=NC(=C1)C1=CNC2=NC=CC(=C21)OC2=CC=C1CCNCC1=C2 N-(2-(Pyridin-3-yl)ethyl)-6-(4-((1,2,3,4-tetrahydroisochinolin-7-yl)oxy)-1H-pyrrolo[2,3-b]pyridin-3-yl)pyrimidin-4-amin